(2-(((5-((4-(3-((2-((1S)-1-((tetrahydro-2H-pyran-2-yl)oxy)ethyl)-1H-imidazol-1-yl)methyl)isoxazol-5-yl)phenyl)ethynyl)pyridin-2-yl)methyl)amino)ethyl)carbamate O1C(CCCC1)O[C@@H](C)C=1N(C=CN1)CC1=NOC(=C1)C1=CC=C(C=C1)C#CC=1C=CC(=NC1)CNCCNC([O-])=O